(R)-10-methyl-3-(3-methyl-6-vinylpyrazin-2-yl)-9,10,11,12-tetrahydro-8H-[1,4]diazepino[5',6':4,5]thieno[3,2-f]quinolin-8-one C[C@H]1NC(C2=C(C=3C=4C=CC(=NC4C=CC3S2)C2=NC(=CN=C2C)C=C)NC1)=O